1-(2-(2,2,2-Trifluoroethoxy)ethyl)-6-(3-(((2-(trifluoromethyl)pyridin-3-yl)oxy)methyl)piperidin-1-yl)-1H-pyrazolo[3,4-b]pyrazine FC(COCCN1N=CC=2C1=NC(=CN2)N2CC(CCC2)COC=2C(=NC=CC2)C(F)(F)F)(F)F